N-(6-(1-cyanospiro[2.2]pentan-1-yl)isoquinolin-3-yl)spiro[2.2]pentane-1-carboxamide C(#N)C1(CC12CC2)C=2C=C1C=C(N=CC1=CC2)NC(=O)C2CC21CC1